(3-Chloro-2,4-dimethyl-5,7-dihydropyrrolo[3,4-b]pyridin-6-yl)-[(3R)-1-(6-methylpyridazin-3-yl)pyrrolidin-3-yl]methanon ClC=1C(=C2C(=NC1C)CN(C2)C(=O)[C@H]2CN(CC2)C=2N=NC(=CC2)C)C